C(C)(=O)C=1C=C(C2=C(C=CC(O2)(C)C)C1)OC 6-acetyl-8-methoxy-2,2-dimethyl-2H-1-benzopyran